4-(5-(difluoromethyl)-1,3,4-thiadiazol-2-yl)-8-((3S,5S)-3,5-dimethylpiperazin-1-yl)-N-(1-methylcyclopropyl)-2-(trifluoromethyl)quinazoline-6-sulfonamide FC(C1=NN=C(S1)C1=NC(=NC2=C(C=C(C=C12)S(=O)(=O)NC1(CC1)C)N1C[C@@H](N[C@H](C1)C)C)C(F)(F)F)F